N-[3-(4-bromo-6-fluoro-2-methyl-indazol-3-yl)-propyl]-N-methyl-carbamic acid tert-butyl ester C(C)(C)(C)OC(N(C)CCCC=1N(N=C2C=C(C=C(C12)Br)F)C)=O